FC(CC(=O)Cl)F 3,3-difluoropropionyl chloride